C1(CC1)OCCN1[C@@H](CN(C[C@@H]1C)C1=CC(=C2C(=N1)C(=CS2)C(=O)NC)C(F)(F)F)C 5-(cis-4-(2-cyclopropoxyethyl)-3,5-dimethylpiperazin-1-yl)-N-methyl-7-(trifluoromethyl)thieno[3,2-b]pyridine-3-carboxamide